(3,4-dicarboxyl)diphenyl-terephthalamide C(=O)(O)C1C(=C(C(=O)N)C=C(C1(C(=O)N)C(=O)O)C1=CC=CC=C1)C1=CC=CC=C1